C(C)(C)(C)OC(=O)NC=1C=NC(=NC1)C=1N=NN(C1NC(O[C@H](C)C=1C(=NC=C(C1)F)Cl)=O)C (R)-1-(2-chloro-5-fluoropyridin-3-yl)ethyl (4-(5-((tert-butoxycarbonyl)amino) pyrimidin-2-yl)-1-methyl-1H-1,2,3-triazol-5-yl)carbamate